1-methyl-3,4-dinitropyrazole CN1N=C(C(=C1)[N+](=O)[O-])[N+](=O)[O-]